CN(C1=CC=C(C=C2C(N(C(N2C)=[Se])CCC2=CC=CC=C2)=O)C=C1)C 5-(4-(dimethylamino)benzylidene)-1-methyl-3-phenethyl-2-selenoxoimidazolidin-4-one